Glycerol-d8 [2H]C([2H])(C([2H])(C([2H])([2H])O[2H])O[2H])O[2H]